3-{4-[2,4-bis(trichloromethyl)-s-triazin-6-yl]phenylthio}propionamide ClC(C1=NC(=NC(=N1)C(Cl)(Cl)Cl)C1=CC=C(C=C1)SCCC(=O)N)(Cl)Cl